2-[3-(6-methyl-2-pyridyl)-1H-pyrazol-4-yl]-7-(4,5,6,7-tetrahydropyrazolo[1,5-a]pyrazin-3-yl)-1,5-naphthyridine CC1=CC=CC(=N1)C1=NNC=C1C1=NC2=CC(=CN=C2C=C1)C=1C=NN2C1CNCC2